amino-2-deoxyribose NC(=O)C[C@H](O)[C@H](O)CO